(S)-5-(1-(Cyclohexylmethyl)pyrrolidin-2-yl)-3-(3-phenylpropyl)-1,2,4-oxadiazole C1(CCCCC1)CN1[C@@H](CCC1)C1=NC(=NO1)CCCC1=CC=CC=C1